7-(2-methylpyridin-4-yl)isoquinolin-1-amine CC1=NC=CC(=C1)C1=CC=C2C=CN=C(C2=C1)N